BrC=1C=CC(=C(C1)C(C)(C)O)N1N=CN=C1 2-(5-bromo-2-(1H-1,2,4-triazol-1-yl)phenyl)propan-2-ol